FC=1C=CC2=C(C(=NO2)C2=C(C=CC=C2)[C@H](CC2=NC(=CC=C2F)S(=O)(=O)C)N)C1 (S)-1-[2-(5-Fluorobenzo[d]isoxazol-3-yl)phenyl]-2-(3-fluoro-6-methylsulfonylpyridin-2-yl)ethan-1-amine